C(C)(C)(C)C=1C=CC(=C(C1)C1CC2(C1)CCN(CC2)C(=O)OC(C)(C)C)OC tert-butyl 2-(5-(tert-butyl)-2-methoxyphenyl)-7-azaspiro[3.5]nonane-7-carboxylate